[OH-].[Na+].[O-]P(O)(=O)OP(=O)(O)O.[Na+] sodium pyrophosphate sodium hydroxide